2-((6-(4-methylpiperazin-1-yl)pyridin-3-yl)amino)quinazolin CN1CCN(CC1)C1=CC=C(C=N1)NC1=NC2=CC=CC=C2C=N1